NCCN(CCCCCCCC(=O)OCC(CCCCCCC)C)CCCCCCCC(=O)OC(CCCCCCCC)CCCCCCCC 2-methylnonyl 8-[2-aminoethyl-[8-(1-octylnonoxy)-8-oxo-octyl]amino]octanoate